tert-butyl (S)-2,2-dimethyl-4-(morpholinomethyl)piperidine-1-carboxylate CC1(N(CC[C@@H](C1)CN1CCOCC1)C(=O)OC(C)(C)C)C